FC(C1=NN=C(O1)C1=CC(=C(CN2N=NC(=C2)C=2C=C3CCN(CC3=CC2)C(=O)OC(C)(C)C)C=C1)F)F tert-butyl 6-(1-(4-(5-(difluoromethyl)-1,3,4-oxadiazol-2-yl)-2-fluorobenzyl)-1H-1,2,3-triazol-4-yl)-3,4-dihydroisoquinolin-2(1H)-carboxylate